bis-ethyl-(isostearyl-imidazoline) C(C)C1N=C(N(C1)CCCCCCCCCCCCCCCC(C)C)CC